C(C)(C)N1N=C2C=C(C=CC2=C1)COC1=CC=CC(=N1)C1CCN(CC1)CC1=NC2=C(N1C[C@H]1OCC1)C=C(C=C2)C(=O)[O-] (S)-2-((4-(6-((2-isopropyl-2H-indazol-6-yl)methoxy)pyridin-2-yl)piperidin-1-yl) Methyl)-1-(oxetan-2-ylmethyl)-1H-benzo[d]imidazole-6-carboxylate